trans-dodecenoic acid C(\C=C\CCCCCCCCC)(=O)O